ClC=1C=CC(=C(C1)N1CCN(CC1)C1=C(C=C(C(=O)O)C=C1)NC(=O)C1=CC=C(C=C1)Cl)C 4-[4-(5-chloro-2-methylphenyl)piperazin-1-yl]-3-{[(4-chlorophenyl)carbonyl]amino}benzoic acid